5-[(5R)-3-bromo-5-methyl-4H-isoxazol-5-yl]-2-methyl-N-[3-(trifluoromethyl)phenyl]aniline BrC1=NO[C@@](C1)(C)C=1C=CC(=C(NC2=CC(=CC=C2)C(F)(F)F)C1)C